BrC1=CC=C(OP(=O)(OC2=C(C(=C(C(=C2F)F)F)F)F)N[C@@H](C)C(=O)[O-])C=C1 ((4-bromophenoxy) (perfluorophenoxy) phosphoryl)-L-alaninate